2',4',6'-Trihydroxyacetophenone OC1=C(C(=CC(=C1)O)O)C(C)=O